C(C)(C)C1=C(C(=C(C=C1CC1=C(C=CC=C1)OC)CC1=C(C=CC=C1)OC)C(C)C)I 2,6-diisopropyl-3,5-bis(2-methoxybenzyl)iodobenzene